2-(3,5-dichloro-4-((5-isopropyl-6-oxo-1,6-dihydropyridazin-3-yl)oxy)phenyl)-6-hydroxy-1,2,4-triazine-3,5(2H,4H)-dione ClC=1C=C(C=C(C1OC1=NNC(C(=C1)C(C)C)=O)Cl)N1N=C(C(NC1=O)=O)O